N1(CCC1)CCOC1=C(C=C(C=C1)NC(CC1=CC(=CC=C1)F)=O)C=1C(=NOC1C)C N-(4-(2-(azetidin-1-yl)ethoxy)-3-(3,5-dimethylisoxazol-4-yl)phenyl)-2-(3-fluorophenyl)acetamide